[Mn](=O)(=O)([O-])[O-].[Fe+2].[Cu+2].[K+] potassium copper iron manganate